C(C(C)(C)C)(=O)OCC(COS(=O)(=O)Cl)(C)C 3-((chlorosulfonyl) oxy)-2,2-dimethylpropyl pivalate